C(C)OC([C@H](CCC(=O)OCC)NC(=O)C1=NC=C(C=C1Cl)[N+](=O)[O-])=O (2S)-2-[(3-chloro-5-nitropyridin-2-yl)formylamino]glutaric acid 1,5-diethyl ester